methyl 4-fluoro-5-methylisoxazole-3-carboxylate FC=1C(=NOC1C)C(=O)OC